4-((5-butyrylamino-3-(5,5-dimethyl-1,3-dioxan-2-yl)-2-oxoindol-1-yl)methyl)-N-tert-butylbenzamide C(CCC)(=O)NC=1C=C2C(C(N(C2=CC1)CC1=CC=C(C(=O)NC(C)(C)C)C=C1)=O)C1OCC(CO1)(C)C